4-amino-1-(4-bromo-3-fluorophenyl)butan-1-one hydrochloride Cl.NCCCC(=O)C1=CC(=C(C=C1)Br)F